6-(3-chlorophenyl)pyrimidine ClC=1C=C(C=CC1)C1=CC=NC=N1